4-chloro-3-{3-[(4,4-difluorocyclohexyl)methoxy]phenyl}-1H-pyrazolo[4,3-c]pyridine ClC1=NC=CC2=C1C(=NN2)C2=CC(=CC=C2)OCC2CCC(CC2)(F)F